((R)-2-methyl-4-(5,6,7,8-tetrahydro-1,8-naphthyridin-2-yl)butyl)-L-homoserine C[C@@H](CN[C@@H](CCO)C(=O)O)CCC1=NC=2NCCCC2C=C1